6-(2-fluorophenyl)spiro[benzo[f]imidazo[1,5-a][1,4]diazepine-4,1'-cyclopropane]-3-carboxylic acid FC1=C(C=CC=C1)C1=NC2(CC2)C=2N(C3=C1C=CC=C3)C=NC2C(=O)O